(Z)-1-(3-(2-isopropyl-5-(propylamino)phenyl)-4-oxothiazolidin-2-ylidene)-3-(2-methyl-4-(1-(4-(trifluoromethoxy)phenyl)-1H-1,2,4-triazol-3-yl)phenyl)urea C(C)(C)C1=C(C=C(C=C1)NCCC)N1/C(/SCC1=O)=N/C(=O)NC1=C(C=C(C=C1)C1=NN(C=N1)C1=CC=C(C=C1)OC(F)(F)F)C